(R*)-4-((S*)-sec-Butyl)-2-(2-chloro-6-fluorophenyl)-6-(4-ethyl-3-(hydroxymethyl)-5-oxo-4,5-dihydro-1H-1,2,4-triazol-1-yl)-7-fluoro-3,4-dihydroisoquinolin-1(2H)-one [C@H](C)(CC)[C@H]1CN(C(C2=CC(=C(C=C12)N1N=C(N(C1=O)CC)CO)F)=O)C1=C(C=CC=C1F)Cl |o1:0,4|